tert-butyl {(1R,3R)-7-[2-(2-{[tert-butyl(dimethyl)silyl]oxy}propan-2-yl)pyrimidin-5-yl]-1-[2-chloro-6-(difluoromethoxy)phenyl]-2,3-dihydro-1H-pyrrolo[1,2-a]benzimidazol-3-yl}carbamate [Si](C)(C)(C(C)(C)C)OC(C)(C)C1=NC=C(C=N1)C=1C=CC2=C(N3C(=N2)[C@@H](C[C@@H]3C3=C(C=CC=C3OC(F)F)Cl)NC(OC(C)(C)C)=O)C1